FC1=C2C(NC(=NC2=CC=C1)C1CC(CC1)=O)=O 5-fluoro-2-(3-oxocyclopentyl)quinazolin-4(3H)-one